C(C)OC(=O)C1=C2C=CC=[N+](C2=CC(=C1)C(F)(F)F)[O-] 5-(ethoxycarbonyl)-7-(trifluoromethyl)quinoline 1-oxide